O=C1N(CCC(N1)=O)C=1C=NC=CC1CN1CCN(CC1)C1CCN(CC1)C=1C(=CC2=C(C(C=3NC4=CC(=CC=C4C3C2=O)C#N)(C)C)C1)CC 8-(4-(4-((3-(2,4-dioxotetrahydropyrimidin-1(2H)-yl)pyridin-4-yl)methyl)piperazin-1-yl)piperidin-1-yl)-9-ethyl-6,6-dimethyl-11-oxo-6,11-dihydro-5H-benzo[b]carbazole-3-carbonitrile